N-(4-(Morpholine-4-carbonyl)thiazol-2-yl)-2-((4-oxo-3-phenethyl-3,4-dihydropteridin-2-yl)thio)acetamide N1(CCOCC1)C(=O)C=1N=C(SC1)NC(CSC1=NC2=NC=CN=C2C(N1CCC1=CC=CC=C1)=O)=O